(R)-N-[1-(2-amino-3-pyridyl)ethyl]-5-[4-(trifluoromethyl)phenyl]naphthalene-2-carboxamide NC1=NC=CC=C1[C@@H](C)NC(=O)C1=CC2=CC=CC(=C2C=C1)C1=CC=C(C=C1)C(F)(F)F